C(C)(C)N1N=CC2=C1N=C(C=C2C(=O)NCC=2C(NC(=CC2CCC)C)=O)C=2C=NC(=CC2)N2CCN(CC2)C 1-isopropyl-N-((6-methyl-2-oxo-4-propyl-1,2-dihydropyridin-3-yl)methyl)-6-(6-(4-methylpiperazin-1-yl)pyridin-3-yl)-1H-pyrazolo[3,4-b]pyridine-4-carboxamide